6-morpholino-N-[(E)-m-tolylmethyleneamino]-8-(2-pyridyl)-7H-purin-2-amine O1CCN(CC1)C1=C2NC(=NC2=NC(=N1)N/N=C/C=1C=C(C=CC1)C)C1=NC=CC=C1